C[Si](OC1=C(CC2=CC=CC=C12)C=O)(C1=CC=CC=C1)C1=CC=CC=C1 3-((methyldiphenylsilyl)oxy)-1H-indene-2-carbaldehyde